3-[[3-(3-bromophenyl)oxetan-3-yl]methyl]-4-methyl-1,2-oxazole BrC=1C=C(C=CC1)C1(COC1)CC1=NOC=C1C